4-methoxybutanoic acid COCCCC(=O)O